FC=1C(=NC(=NC1)NC1=CC=C(C=C1)N1CCOCC1)N1C=C(C2=CC(=CC=C12)[N+](=O)[O-])C 5-fluoro-4-(3-methyl-5-nitro-indol-1-yl)-N-(4-morpholinylphenyl)pyrimidin-2-amine